trans-3-nonene-1,2-dicarboxylic acid C(C(\C=C\CCCCC)C(=O)O)C(=O)O